2-[3-(3-bromophenyl)ureido]-4-methoxy-N-(2-hydroxy-ethyl)benzamide BrC=1C=C(C=CC1)NC(NC1=C(C(=O)NCCO)C=CC(=C1)OC)=O